CN(C)C(C(=O)C1=CC=C(C=C1)N1CCOCC1)(CC)CC1=CC=C(C=C1)C (Dimethylamino)-2-[(4-methylphenyl)methyl]-1-[4-(4-morpholinyl)phenyl]-1-butanone